Dimethyl-aminopropylacrylamid CC(=C(C(=O)N)CCCN)C